FC1=C(OCC=2N=NN(C2)[C@H](C(=O)N2[C@@H](C[C@H](C2)O)C(=O)NC)C(C)(C)C)C=CC=C1 (2S,4r)-1-[(2S)-2-[4-[(2-fluorophenoxy)methyl]triazol-1-yl]-3,3-dimethyl-butyryl]-4-hydroxy-N-methyl-pyrrolidine-2-carboxamide